COC1=C(C=C(C=C1)B1OC(C(O1)(C)C)(C)C)C1=NN(C=C1)C 3-(2-methoxy-5-(4,4,5,5-tetramethyl-1,3,2-dioxaborolan-2-yl)phenyl)-1-methyl-1H-pyrazole